(1R,2S)-2-{[2-(pyridin-4-yl)pyrido[3,4-d]pyrimidin-4-yl]amino}cyclopentaN-1-ol N1=CC=C(C=C1)C=1N=C(C2=C(N1)C=NC=C2)N[C@@H]2[C@@H](CCC2)O